C(CC)OC(CN(C)C)=O.ClC1=C(C=C(C(=C1)Cl)CNC1(CC1)C=1C=NC=CC1C1=C(C=CC=C1)OC1CC1)CCCCCCCCCCCCCCCCCC(=O)N 2,4-dichloro-5-[([1-[4-(2-cyclopropoxyphenyl)pyridin-3-yl]cyclopropyl]amino)methyl]benzenestearamide propyl-dimethylaminoacetate